O1C(C(C1([2H])[2H])([2H])[2H])(C(O)([2H])[2H])C(O)([2H])[2H] (Oxetane-2,2-diyl-3,3,4,4-d4)bis(methan-d2-ol)